P(=O)(OCCC)(OCCC)OCCC tri-(1-propyl) phosphate